C(#N)C=1C=NN2C1C(=CC(=C2)OCC(C)(C)O)C=2C=CC(=NC2)N2CCC(CC2)(C)NC(=O)C=2C(N(C=CC2)C)=O N-(1-(5-(3-cyano-6-(2-hydroxy-2-methylpropoxy)pyrazolo[1,5-a]pyridin-4-yl)pyridin-2-yl)-4-methylpiperidin-4-yl)-1-methyl-2-oxo-1,2-dihydropyridine-3-carboxamide